C(#N)C1(CC1)NC(=O)C1=NC(=C(C=C1)N1CCN(CC1)CC1=CC=2C3=C(N(C(NC3=C1F)=O)CC)N=CN2)C N-(1-cyanocyclopropyl)-5-(4-((3-ethyl-9-fluoro-2-oxo-2,3-dihydro-1H-pyrimido[4,5,6-de]quinazolin-8-yl)methyl)piperazin-1-yl)-6-methylpyridineamide